ClC=1C=C(C=C(C1F)Cl)C1(CC(=NO1)N1CC=2C=NC(=CC2C1)C(=O)NCCC)C(F)(F)F 2-(5-(3,5-dichloro-4-fluorophenyl)-5-(trifluoromethyl)-4,5-dihydroisoxazol-3-yl)-N-propyl-2,3-dihydro-1H-pyrrolo[3,4-c]pyridine-6-carboxamide